C(C)OC(CC1CN(CC1)C1=C(C=C(C=C1F)C=1N=C(SC1)OCC1CC1)F)=O {1-[4-(2-cyclopropylmethoxy-thiazol-4-yl)-2,6-difluoro-phenyl]-pyrrolidin-3-yl}-acetic acid ethyl ester